FC1=CC(=C(OC2=C(C(=O)NC3=CC=C(C(=O)O)C=C3)C=CC(=C2)C(C(F)(F)F)(F)F)C=C1)OC 4-(2-(4-fluoro-2-methoxyphenoxy)-4-(perfluoroethyl)benzoylamino)benzoic acid